CC1N(CC(CC1CSC)C)C(=O)OC(C)(C)C tert-Butyl 2,5-dimethyl-3-((methylthio)methyl)piperidine-1-carboxylate